C(#N)C(C(=O)OCC)(C(C(=O)OCC)C1CCCC1)C1CCCC1 diethyl 2-cyano-2,3-dicyclopentylsuccinate